OC=1C=C2C(C(=C(N(C2=CC1O)C)C)C1=COC=2C=C(C(=C(C2C1=O)C(=O)O)O)O)=O 3-(6,7-dihydroxy-1,2-dimethyl-4-oxo-1,4-dihydroquinolin-3-yl)-6,7-dihydroxy-4-oxo-4H-chromene-5-carboxylic acid